S1C=NC2=C1C=C(C=C2)C2=NC(=NO2)C2CN(CC2)C#N 3-(5-(benzo[d]thiazol-6-yl)-1,2,4-oxadiazol-3-yl)pyrrolidine-1-carbonitrile